C(C)N1C=NC2=C1N=NC=C2C=2C=CC(=C(C2)C2=CC1=C(N(C(O1)=O)CCN1CCCC1)C=C2OC)F 6-(5-(7-ethyl-7H-imidazo[4,5-c]pyridazin-4-yl)-2-fluorophenyl)-5-methoxy-3-(2-(pyrrolidin-1-yl)ethyl)benzo[d]Oxazole-2(3H)-one